ClC=1SC2=C(N1)C(=CC(=C2)C(=O)OC)OC methyl 2-chloro-4-methoxy-1,3-benzothiazole-6-carboxylate